BrC=1N=CN(C1)C(F)(F)F 4-bromo-1-(trifluoromethyl)-1H-imidazole